8-(7-cyano-5H-pyrrolo[2,3-b]pyrazin-2-yl)-N-(1-methyl-2-oxo-5-(trifluoromethyl)-1,2-dihydropyridin-3-yl)-1,8-diazaspiro[4.5]dec-3-ene-1-carboxamide C(#N)C1=CNC2=NC=C(N=C21)N2CCC1(C=CCN1C(=O)NC=1C(N(C=C(C1)C(F)(F)F)C)=O)CC2